piperidine-4-carbonitrile L-(+)-tartrate C(=O)(O)[C@H](O)[C@@H](O)C(=O)O.N1CCC(CC1)C#N